N-[2-(2,2-dimethylpyrrolidin-1-yl)ethyl]-6-[5-(6-methyl-2-pyridyl)-1H-imidazol-4-yl]-1,5-naphthyridin-3-amine CC1(N(CCC1)CCNC=1C=NC2=CC=C(N=C2C1)C=1N=CNC1C1=NC(=CC=C1)C)C